iron iminodisuccinate N(C(C(=O)[O-])CC(=O)[O-])C(C(=O)[O-])CC(=O)[O-].[Fe+2].[Fe+2]